C(C)OCOCCCC(CC(CC(CC(C)O)C)C)C 10-hydroxy-4,6,8-trimethylundecyl ethoxymethyl ether